C(C)(C)C1=C(N=C2N1C=C(C=C2)OC2=NC=CC=C2OCC(F)(F)F)C(=O)NC2(CCS(CC2)(=O)=O)C 3-isopropyl-N-(4-methyl-1,1-dioxo-thian-4-yl)-6-[[3-(2,2,2-trifluoroethoxy)-2-pyridyl]oxy]imidazo[1,2-a]pyridine-2-carboxamide